[N+](=O)([O-])C=1C=C(C=CC(=O)O)C=CC1 m-nitrocinnamic acid